N-(1-(3-nitrophenyl)-1H-pyrazol-3-yl)-1-(tetrahydro-2H-pyran-2-yl)-1H-indazol-5-amine [N+](=O)([O-])C=1C=C(C=CC1)N1N=C(C=C1)NC=1C=C2C=NN(C2=CC1)C1OCCCC1